COC1=C2C=CC=NC2=C(C=C1)NS(=O)(=O)C=1OC=CC1 N-(5-meth-oxyquinolin-8-yl)furan-2-sulfonamide